C(C)(=O)[O-].[Sn+2].C(C)(=O)[O-] stannous acetate